5-{4-[(tert-butoxycarbonyl)(cyclopropyl)amino]piperidin-1-yl}cinnoline-8-carboxylic acid C(C)(C)(C)OC(=O)N(C1CCN(CC1)C1=C2C=CN=NC2=C(C=C1)C(=O)O)C1CC1